CCCCCCCC(=O)[O-] The molecule is a straight-chain saturated fatty acid anion that is the conjugate base of octanoic acid (caprylic acid); believed to block adipogenesis. It has a role as a human metabolite and a Saccharomyces cerevisiae metabolite. It is a fatty acid anion 8:0 and a straight-chain saturated fatty acid anion. It is a conjugate base of an octanoic acid.